O1N=C(CC1)C=1C(=C(C=CC1S(=O)(=O)C)C(=O)C=1C=NN(C1O)C)C [3-(4,5-dihydro-3-isoxazolyl)-2-methyl-4-(methylsulfonyl) phenyl]-(5-hydroxy-1-methyl-1H-pyrazol-4-yl) ketone